C(C)OC(C(C(CC)=O)N1CCN([C@@H]2CC[C@@H]12)C(=O)OC(C)(C)C)=O trans-tert-butyl 5-(1-ethoxy-1,3-dioxopentan-2-yl)-2,5-diazabicyclo[4.2.0]octane-2-carboxylate